CC=1C(=C2C=CNC2=C(C1)C)CC1C(CC2(CCC2)CC1)C1=CC=C(C(=O)O)C=C1 4-(7-((5,7-dimethyl-1H-indol-4-yl)methyl)spiro[3.5]nonan-6-yl)benzoic acid